5-(4-tert-butylphenyl)-1,3,4-dioxazole C(C)(C)(C)C1=CC=C(C=C1)C1=NOCO1